BrC=1C=CC2=C(C3=C(NC(N2)C2=C(C=CC=C2F)F)C=NN3COCC[Si](C)(C)C)C1 2-[[9-bromo-5-(2,6-difluorophenyl)-5,6-dihydro-4H-pyrazolo[4,3-d][1,3]benzodiazepin-1-yl]methoxy]ethyl-trimethyl-silane